[N+]=1(C(=CC=CC1)S)[O-] Pyridin-2-thiol 1-oxid